2-[acetyl-(4-methylbenzyl)amino]-7-chloro-6-hydroxy-1-benzothiophene-3-carboxylic acid ethyl ester C(C)OC(=O)C1=C(SC2=C1C=CC(=C2Cl)O)N(CC2=CC=C(C=C2)C)C(C)=O